C(C)(C)(C)C=1C=CC(=NC1)C1CC(CC1)C1=CC(=NN1)NC=1C(=CC2=C(CNS2(=O)=O)C1)F 5-((5-(3-(5-(tert-butyl)pyridin-2-yl)cyclopentyl)-1H-pyrazol-3-yl)amino)-6-fluoro-2,3-dihydrobenzo[d]isothiazole 1,1-dioxide